tert-butyl (R)-2-methoxy-6-methyl-6,7-dihydrothiazolo[5,4-c]pyridine-5(4H)-carboxylate COC=1SC=2CN([C@@H](CC2N1)C)C(=O)OC(C)(C)C